NC1=CC=C(C=C1)C(C=1C=C(C=CC1C)CC(=O)N)C=1C=C(C=CC1C)CC(=O)N (((4-aminophenyl)methylene)bis(4-methyl-3,1-phenylene))diacetamide